4-((1-(4-(2-(2-Aminopyridin-3-yl)-5-(methylamino)-3H-imidazo[4,5-b]pyridin-3-yl)benzyl)piperidin-4-yl)amino)pyrimidine-2-carbonitrile NC1=NC=CC=C1C1=NC=2C(=NC(=CC2)NC)N1C1=CC=C(CN2CCC(CC2)NC2=NC(=NC=C2)C#N)C=C1